2,2,3,3-tetrabromopropyltriethoxysilane BrC(C[Si](OCC)(OCC)OCC)(C(Br)Br)Br